F[C@H]1[C@H](C1)C(=O)NC=1N=CC2=CC(=C3C(=C2C1)NC=N3)C=3C=NC(=CC3C)C(CC)O (1R,2R)-2-Fluoro-N-(4-(6-(1-hydroxypropyl)-4-methylpyridin-3-yl)-1H-imidazo[4,5-f]isoquinolin-8-yl)cyclopropane-1-carboxamide